N-{(1S)-1-cyclooctyl-2-oxo-2-[(2-oxospiro[indoline-3,4'-tetrahydropyran]-6-yl)amino]ethyl}-2-ethylpyrazole-3-carboxamide C1(CCCCCCC1)[C@@H](C(NC1=CC=C2C(=C1)NC(C21CCOCC1)=O)=O)NC(=O)C=1N(N=CC1)CC